methyl-(hydroxyphenyl)dipropoxysilane C[Si](OCCC)(OCCC)C1=C(C=CC=C1)O